4,6-dichloro-7-methoxy-2-methyl-3-(4-(4,4,5,5-tetramethyl-1,3,2-dioxaborolan-2-yl)phenyl)quinoline ClC1=C(C(=NC2=CC(=C(C=C12)Cl)OC)C)C1=CC=C(C=C1)B1OC(C(O1)(C)C)(C)C